FC1(CNCCC1COC1=CC(=C2C(NC(=NC2=C1)CSC1CCOCC1)=O)F)F 7-((3,3-difluoropiperidin-4-yl)methoxy)-5-fluoro-2-(((tetrahydro-2H-pyran-4-yl)thio)methyl)quinazolin-4(3H)-one